[Al].C(CCCCCCCCCCCCCCCCC)(=O)O.C(CCCCCCCCCCCCCCCCC)(=O)O dioctadecanoic acid aluminum